S1C2=C(C=C1)C(=CC=C2)N2CCN(CC2)CCCCOC2=CC=C1C(CC(N(C1=C2)COC(N(CCCCCCCCCCCCCCCCCC)C)=O)=O)(C)C N-Methyl-N-octadecylcarbamic acid 7-[4-(4-benzo[b]thiophen-4-ylpiperazin-1-yl)butoxy]-4,4-dimethyl-2-oxo-3,4-dihydro-2H-quinolin-1-ylmethyl ester